C(C)N1C(C(=NC2=CC=CC=C12)SC1=CC=CC=C1)=O 1-ethyl-3-(phenylthio)quinoxalin-2(1H)-one